2-(2-((7-bromoquinolin-4-yl)oxy)ethyl)-6-(pyridin-4-yl)pyridazin-3(2H)-one BrC1=CC=C2C(=CC=NC2=C1)OCCN1N=C(C=CC1=O)C1=CC=NC=C1